[C@H]12CNC[C@@H]2C1COC1=NC=CC2=CC(=C(C=C12)OC(C)C)C(=O)N 1-[(1r,5s,6r)-3-azabicyclo[3.1.0]hex-6-ylmethoxy]-7-(prop-2-yloxy)isoquinoline-6-carboxamide